CC1=CC=C(C=C1)S(=O)(=O)OCC1CC(C1)CNC=1C=NN(C(C1C(F)(F)F)=O)COCC[Si](C)(C)C ((1R,3R)-3-(((6-oxo-5-(trifluoromethyl)-1-((2-(trimethylsilyl)ethoxy)methyl)-1,6-dihydropyridazin-4-yl)amino)methyl)cyclobutyl)methyl 4-methylbenzenesulfonate